Cl.ClC1=C(C(=CC=C1)Cl)NN 2,6-dichlorophenylhydrazine hydrochloride